rel-tert-butyl-(3S,4R)-4-[6-amino-8-oxo-7-(4-phenoxyphenyl)purin-9-yl]-3-fluoropiperidine C(C)(C)(C)N1C[C@@H]([C@@H](CC1)N1C2=NC=NC(=C2N(C1=O)C1=CC=C(C=C1)OC1=CC=CC=C1)N)F |o1:6,7|